2-(3,4-dimethoxyphenyl)-5-(4-(4-ethyl-1,4-diazepan-1-yl)piperidin-1-yl)-3-isopropyl-1H-indole COC=1C=C(C=CC1OC)C=1NC2=CC=C(C=C2C1C(C)C)N1CCC(CC1)N1CCN(CCC1)CC